4-phenyl-2-(2-chlorophenyl)aminothiazole-5-carboxamide C1(=CC=CC=C1)C=1N=C(SC1C(=O)N)NC1=C(C=CC=C1)Cl